C1(CC1)[C@@H](C)NC=1N=CC2=C(N1)NC=C2C=2C=CC=1N(N2)C(=CN1)C (R)-N-(1-cyclopropylethyl)-5-(3-methylimidazo[1,2-b]pyridazin-6-yl)-7H-pyrrolo[2,3-d]pyrimidin-2-amine